1-(2,4-difluoro-6-(trifluorometh-oxy)benzyl)-3,4-dimethyl-2-oxo-N-(2,4,6-trifluorobenzyl)-1,2,3,4-tetrahydro-quinazoline-7-carboxamide FC1=C(CN2C(N(C(C3=CC=C(C=C23)C(=O)NCC2=C(C=C(C=C2F)F)F)C)C)=O)C(=CC(=C1)F)OC(F)(F)F